5-chloro-N-(3-cyclopropyl-5-(((3S,5S)-3,5-dimethylpiperazin-1-yl)methyl)phenyl)-4-(6-methyl-1H-indol-3-yl)pyrimidin-2-amine ClC=1C(=NC(=NC1)NC1=CC(=CC(=C1)CN1C[C@@H](N[C@H](C1)C)C)C1CC1)C1=CNC2=CC(=CC=C12)C